3-((3-(9H-purin-6-yl)pyridin-2-yl)amino)-5-fluoro-4-methyl-N-(3-(trifluoromethyl)-phenyl)benzamide N1=CN=C2NC=NC2=C1C=1C(=NC=CC1)NC=1C=C(C(=O)NC2=CC(=CC=C2)C(F)(F)F)C=C(C1C)F